ON1C(N([C@]2([C@H](O)[C@H](O)[C@@H](CO)O2)C)C=CC1=O)=O 3-hydroxy-methyluridine